(4-methoxybenzyl)methanesulfonamide COC1=CC=C(CCS(=O)(=O)N)C=C1